NC1=CC=C(C(=C1C(=O)N(C)C)F)C=1C(=C2C(=NC1)NC[C@]21C[C@H](CC1)N1N=CC(=C1)CC)Cl 6-Amino-3-((1R,3S)-4'-chloro-3-(4-ethyl-1H-pyrazol-1-yl)-1',2'-dihydrospiro[cyclopentane-1,3'-pyrrolo[2,3-b]pyridin]-5'-yl)-2-fluoro-N,N-dimethylbenzamide